2-((Benzo[d]thiazol-5-ylmethyl)(1-(3-fluoropyridin-2-yl)ethyl)amino)-2-oxoacetic acid methyl ester COC(C(=O)N(C(C)C1=NC=CC=C1F)CC=1C=CC2=C(N=CS2)C1)=O